5-((5-chloro-6-((tetrahydrofuran-3-yl)ethynyl)pyridin-2-yl)oxy)-1H-1,2,3-triazole-4-carboxylic acid ClC=1C=CC(=NC1C#CC1COCC1)OC1=C(N=NN1)C(=O)O